4-(2-((R)-1-(4-chlorobenzyl)-3-((R or S)-3,3-difluorooxetan-2-yl)pyrrolidin-3-yl)ethyl)benzonitrile ClC1=CC=C(CN2C[C@@](CC2)([C@H]2OCC2(F)F)CCC2=CC=C(C#N)C=C2)C=C1 |o1:11|